C(#N)C1=CC=C(C=C1)CC(C1=CC(=CC=C1)C(F)(F)F)=NNC(=O)NC1=CC=C(C=C1)OC(F)F 2-[2-(4-Cyanophenyl)-1-[3-(trifluoromethyl)phenyl]-ethylidene]-N-[4-(difluoromethoxy)phenyl]-hydrazinecarboxamide